sodium docosanol C(CCCCCCCCCCCCCCCCCCCCC)O.[Na]